C(CCCC)OCCCCC monopentyl ether